N-[4-[2-(2-amino-2-methyl-propoxy)ethylcarbamoyl]-3-ethyl-phenyl]-1-methyl-5-[1-prop-2-ynyl-3-(trifluoromethyl)pyrazol-4-yl]imidazole-2-carboxamide NC(COCCNC(=O)C1=C(C=C(C=C1)NC(=O)C=1N(C(=CN1)C=1C(=NN(C1)CC#C)C(F)(F)F)C)CC)(C)C